C1(CC1)OC=1C=C(C=CC1)C1=CC(=NN1C1=C(C=CC=C1)N1C(CCC1)=O)COC(C(=O)OC)(C)C Methyl 2-([5-(3-cyclopropoxyphenyl)-1-[2-(2-oxopyrrolidin-1-yl)phenyl]-1H-pyrazol-3-yl]methoxy)-2-methylpropanoate